C(C)C1CC(C=2C=CC=C(C12)C(=O)N)(C)C 3-ethyl-1,1-dimethyl-indan-4-carboxamide